N-tetradecyl-2-formyl-3-(4-methoxybenzyloxy)-pyridin-4-one C(CCCCCCCCCCCCC)N1C(=C(C(C=C1)=O)OCC1=CC=C(C=C1)OC)C=O